N-(3-cyano-4-piperidyl)-6-[3-(2-methoxy-4-methylsulfonyl-anilino)prop-1-ynyl]-1-(2,2,2-trifluoroethyl)benzimidazole-4-carboxamide C(#N)C1CNCCC1NC(=O)C1=CC(=CC=2N(C=NC21)CC(F)(F)F)C#CCNC2=C(C=C(C=C2)S(=O)(=O)C)OC